6-fluoro-7-(hydroxymethyl)-2-methylpyrazolo[1,5-a]quinoxaline-4(5H)-one FC1=C2NC(C=3N(C2=CC=C1CO)N=C(C3)C)=O